C(CCCC)(=N)NCC(=O)O (pentanimidoylamino)ACETIC ACID